ClC1=NC(=CN=C1)C(C)(C)OC 2-Chloro-6-(2-methoxypropan-2-yl)pyrazine